FC1=CC=C(C=C1)C(N1C[C@](CC1)(CO)CCC1=CC=C(C#N)C=C1)C=1C=NC=CC1 4-(2-((3S)-1-((4-fluorophenyl)(pyridin-3-yl)methyl)-3-(hydroxymethyl)pyrrolidin-3-yl)ethyl)benzonitrile